3-chloro-2-(2-(1,3-dimethyl-1H-pyrazol-4-yl)-4,6-difluorophenyl)-N-((3R,3aR,6R,6aR)-6-hydroxyhexahydrofuro[3,2-b]furan-3-yl)imidazo[1,2-a]pyridine-7-carboxamide ClC1=C(N=C2N1C=CC(=C2)C(=O)N[C@H]2[C@@H]1[C@H](OC2)[C@@H](CO1)O)C1=C(C=C(C=C1F)F)C=1C(=NN(C1)C)C